C1=NC=CC2=C(C=CC=C12)NC(C=C)=O N-(isoquinolin-5-yl)acrylamide